ClCCCCCCCCCCC[Si](OCC)(OCC)OCC 11-chloroundecyl-(triethoxy)silane